bis((di-tert-butylphosphino)methyl)4-methoxyphenylamine C(C)(C)(C)P(C(C)(C)C)CN(C1=CC=C(C=C1)OC)CP(C(C)(C)C)C(C)(C)C